C(N)(OC(C)(C1=CC=CC=C1)C)=O 1-methyl-1-phenylethyl carbamate